ClC1=C(C=C(C=O)C=C1)OCOC 4-chloro-3-(methoxymethoxy)benzaldehyde